CCCCCC/C=C/CCCCCCCC(=O)OC[C@H](COP(=O)([O-])OCC[N+](C)(C)C)O 1-(9E-hexadecenoyl)-sn-glycero-3-phosphocholine